trifluoromethyl-ketoamine FC(F)(F)N=O